8-Chloro-3-(2-hydroxy-ethyl)-indolizine-1-carboxylic acid (3,3-difluoro-1-hydroxy-cyclohexylmethyl)-amide FC1(CC(CCC1)(O)CNC(=O)C=1C=C(N2C=CC=C(C12)Cl)CCO)F